N-[9-[5-fluoro-2-[(1-methylpyrazol-4-yl)amino]pyrimidin-4-yl]-5,6,7,8-tetrahydrocarbazol-3-yl]prop-2-enamide FC=1C(=NC(=NC1)NC=1C=NN(C1)C)N1C=2CCCCC2C=2C=C(C=CC12)NC(C=C)=O